6-(2,4-Dimethoxypyrimidin-5-yl)-4-((1S,2R)-2-isopropylcyclopropyl)pyrazolo[1,5-b]pyridazine COC1=NC=C(C(=N1)OC)C=1C=C(C=2N(N1)N=CC2)[C@@H]2[C@H](C2)C(C)C